1,3-diisopropyl-5-ethenyl-benzene C(C)(C)C1=CC(=CC(=C1)C=C)C(C)C